7-bromo-2-(trimethylstannyl)thieno[3,2-c]pyridine BrC=1C2=C(C=NC1)C=C(S2)[Sn](C)(C)C